(S)-1-acryloyl-N-(5-(2-(2-aminopyridin-3-yl)-5-(1H-pyrazol-1-yl)-3H-imidazo[4,5-b]pyridin-3-yl)-2,3-dihydro-1H-inden-1-yl)indoline-6-carboxamide C(C=C)(=O)N1CCC2=CC=C(C=C12)C(=O)N[C@H]1CCC2=CC(=CC=C12)N1C(=NC=2C1=NC(=CC2)N2N=CC=C2)C=2C(=NC=CC2)N